1-(5-fluoropyridin-2-yl)ethan-1-one FC=1C=CC(=NC1)C(C)=O